ClC=1C(=CC(=C(C1)NC(CN1C=2N(C(C(=C1CC)N1CCNCC1)=O)N=C(N2)C=2CCOCC2)=O)C)C(F)(F)F N-(5-chloro-2-methyl-4-(trifluoromethyl)phenyl)-2-(2-(3,6-dihydro-2H-pyran-4-yl)-5-ethyl-7-oxo-6-(piperazin-1-yl)-[1,2,4]triazolo[1,5-a]pyrimidin-4(7H)-yl)acetamide